N-(4-Bromo-3-(1H-1,2,4-triazol-5-yl)thiophen-2-yl)-2-(5-oxo-2-(trifluoromethyl)pyrazolo[1,5-a]pyrimidin-4(5H)-yl)acetamide BrC=1C(=C(SC1)NC(CN1C=2N(C=CC1=O)N=C(C2)C(F)(F)F)=O)C2=NC=NN2